4-(1-Methyl-1H-pyrazol-4-yl)-pyrrolidin CN1N=CC(=C1)C1CCNC1